[3-[6-(4-chloro-2-methylsulfonyl-phenoxy)-3-pyridinyl]azetidin-1-yl]-[(3S)-3-(1,2,4-triazol-4-yl)pyrrolidin-1-yl]methanone ClC1=CC(=C(OC2=CC=C(C=N2)C2CN(C2)C(=O)N2C[C@H](CC2)N2C=NN=C2)C=C1)S(=O)(=O)C